O=C1NC(CCC12CCC1=CC(=CC=C12)N1[C@@H](CN(CC1)C(=O)OC(C)(C)C)C)=O tert-butyl (3R)-4-(2',6'-dioxo-2,3-dihydrospiro[indene-1,3'-piperidin]-5-yl)-3-methylpiperazine-1-carboxylate